FC=1C=C(C=NC1)[C@H](CNC(C[C@@H]1CN(CC1)S(=O)(=O)C)(C)C)O (R)-1-(5-Fluoropyridin-3-yl)-2-((2-methyl-1-((R)-1-(methylsulfonyl)-pyrrolidin-3-yl)propan-2-yl)amino)ethan-1-ol